1-N'-(4-fluorophenyl)-1-N-[4-[7-methoxy-6-(2-pyrrolidin-1-ylethyl-carbamoyl)quinazolin-4-yl]oxyphenyl]cyclopropane-1,1-dicarboxamide FC1=CC=C(C=C1)NC(=O)C1(CC1)C(=O)NC1=CC=C(C=C1)OC1=NC=NC2=CC(=C(C=C12)C(NCCN1CCCC1)=O)OC